(15α,16α,17β)-3-(benzyloxy)estra-1,3,5(10)-triene-15,16,17-triyltriacetate C(C1=CC=CC=C1)OC1=CC=2CC[C@H]3[C@@H]4[C@H]([C@H]([C@@H]([C@@]4(C)CC[C@@H]3C2C=C1)CC(=O)[O-])CC(=O)[O-])CC(=O)[O-]